7-{[1-(D-α-asparaginyl)azetidin-3-yl]oxy}-2-hydroxy-3,4-dihydro-2H-1,2-benzoxaborinine-8-carboxylic acid trifluoroacetate FC(C(=O)O)(F)F.N[C@H](CC(=O)N1CC(C1)OC1=C(C2=C(CCB(O2)O)C=C1)C(=O)O)C(N)=O